C(C)(C)(C)C1=NC(=NO1)C(=O)NCC1=C(C=C(C=C1)C1=C(C=NC=C1)NC(=O)[C@@H]1N(CCCC1)C(=O)OC(C)(C)C)C tert-butyl (R)-2-((4-(4-((5-(tert-butyl)1,2,4-oxadiazole-3-carboxamido)methyl)-3-methylphenyl)pyridin-3-yl)carbamoyl)piperidine-1-carboxylate